(R)-4-((2-chloro-5-((1-(trifluoromethyl)-1H-pyrazol-4-yl)ethynyl)pyridin-4-yl)amino)butan-2-ol ClC1=NC=C(C(=C1)NCC[C@@H](C)O)C#CC=1C=NN(C1)C(F)(F)F